(R)-2-(2-((4-amino-3-(4-(2-fluorophenoxy)phenyl)-1H-pyrazolo[3,4-d]pyrimidin-1-yl)methyl)pyrrolidine-1-carbonyl)-3-cyclopropylacrylonitrile NC1=C2C(=NC=N1)N(N=C2C2=CC=C(C=C2)OC2=C(C=CC=C2)F)C[C@@H]2N(CCC2)C(=O)C(C#N)=CC2CC2